acetyltaurate C(C)(=O)NCCS(=O)(=O)[O-]